C1CCC2=C(C=3CCCC3C=C12)NC(=O)OCC(=O)OCC(C)C 2-methylpropyl 2-{[(1,2,3,5,6,7-hexahydro-s-indacen-4-yl)carbamoyl]-oxy}acetate